4-(2-(tert-butoxycarbonyl)-1-methylhydrazine-1-carbonyl)-1-cyclopropyl-6-oxo-1,6-dihydropyridine-3-carboxylic acid tert-butyl ester C(C)(C)(C)OC(=O)C1=CN(C(C=C1C(=O)N(NC(=O)OC(C)(C)C)C)=O)C1CC1